FC1=CC=C(C=C1)[C@H](C)NC(C[C@H]1N(CCC1)C)=O N-((S)-1-(4-fluorophenyl)ethyl)-2-((S)-1-methylpyrrolidin-2-yl)acetamide